2-(5-(4-(trifluoromethyl)phenyl)-1H-indol-1-yl)aniline FC(C1=CC=C(C=C1)C=1C=C2C=CN(C2=CC1)C1=C(N)C=CC=C1)(F)F